lysinamide N[C@@H](CCCCN)C(=O)N